7-((2-ethoxy-2-oxoethyl)sulfonyl)-2-(3-(3-ethoxy-3-oxopropyl)phenyl)-6,6-dimethylheptanoic acid C(C)OC(CS(=O)(=O)CC(CCCC(C(=O)O)C1=CC(=CC=C1)CCC(=O)OCC)(C)C)=O